S1C(=CC2=C1CCCC2)C(=O)O 4,5,6,7-tetrahydrobenzothiophene-2-carboxylic acid